1-(2-bromopyridin-4-yl)-3-methyl-3-azetidinol BrC1=NC=CC(=C1)N1CC(C1)(O)C